FC(C1=C(C=C(C=N1)C1=NC(NC2=C(C=CC=C12)F)(C)C)C)F 4-[6-(difluoromethyl)-5-methyl-3-pyridinyl]-8-fluoro-2,2-dimethyl-1H-quinazoline